COC1=NC2=C(N1)C(=CC=C2N)OC 2,7-dimethoxy-1H-benzo[d]imidazole-4-amine